C1(=CCCCCC1)C1=NN2C(N(C(=C(C2=O)C2CCNCC2)CC)CC(=O)NC2=CC=C(C=C2)S(F)(F)(F)(F)F)=N1 2-(2-(cyclohept-1-en-1-yl)-5-ethyl-7-oxo-6-(piperidin-4-yl)-[1,2,4]triazolo[1,5-a]pyrimidin-4(7H)-yl)-N-(4-(pentafluoro-λ6-sulfaneyl)phenyl)acetamide